6-(6-chloro-4-(2-methylmorpholin-3-yl)pyridin-2-yl)-N-methylpyrimidine-4-carboxamide ClC1=CC(=CC(=N1)C1=CC(=NC=N1)C(=O)NC)C1NCCOC1C